FC([C@H]1N(C(OC1)=C=O)C=1N=C2N(CCOC3=C2C=C(C(=C3)N[C@H](C(=O)N)C)C)C1)F (S)-2-((2-((S)-4-(difluoromethyl)-2-carbonyloxazolidin-3-yl)-10-methyl-5,6-dihydrobenzo[f]imidazo[1,2-d][1,4]oxazepin-9-yl)amino)propanamide